COC1=CC=C(C=C1)/C=C/C(=O)N(C1COCC1)C1=CC=CC=C1 (E)-3-(4-methoxyphenyl)-N-phenyl-N-tetrahydro-furan-3-yl-prop-2-enamide